ethyl (E)-2-oxo-4-phenylbut-3-enoate O=C(C(=O)OCC)\C=C\C1=CC=CC=C1